[N+](=O)([O-])C1=CC=C(C=2C1=NON2)NCCCCCC(=O)O 6-[(7-nitro-2,1,3-benzoxadiazol-4-yl)amino]hexanoic acid